C1(CC1)C=1SC(=C(N1)C(NCC1=C(C=CC=C1)C(F)(F)F)=O)NC(OC(C)(C)C)=O tert-butyl (2-cyclopropyl-4-((2-(trifluoromethyl)benzyl)carbamoyl) thiazol-5-yl)carbamate